4-(4-bromo-6-nitro-1-oxo-isoindolin-2-yl)-N-(3-methoxy-4-methyl-phenyl)cyclohexanecarboxamide BrC1=C2CN(C(C2=CC(=C1)[N+](=O)[O-])=O)C1CCC(CC1)C(=O)NC1=CC(=C(C=C1)C)OC